Cl.NC1(CC1)C#N 1-aminocyclopropane-1-carbonitrile hydrochloride salt